N-methyluracil CN1C(=O)NC(=O)C=C1